benzyl (3-hydroxy-3-methylbutyl)carbamate OC(CCNC(OCC1=CC=CC=C1)=O)(C)C